(S)-8-(Benzyloxy)-7-methoxy-1,2,3,11a-tetrahydro-5H-benzo[e]pyrrolo[1,2-a][1,4]diazepine-5,11(10H)-dione C(C1=CC=CC=C1)OC=1C(=CC2=C(NC([C@H]3N(C2=O)CCC3)=O)C1)OC